COC1=CC=C(C=C1)N[C@@H](CO)C(=O)O N-4-methoxyphenyl-serine